3-chloro-1H-pyrazolo[4,3-b]pyridine ClC1=NNC=2C1=NC=CC2